[Pd].NC(C(C1CC1)C1CC1)C=1NC=2C(=NC(=CC2)C2N(CCC(C2)(F)F)C(=O)C23CC(C2)(C3)F)N1 {2-[2-(1-Amino-2,2-dicyclopropylethyl)-1H-imidazo[4,5-b]pyridin-5-yl]-4,4-difluoro-piperidin-1-yl}(3-fluorobicyclo[1.1.1]pentan-1-yl)methanone Palladium